N1(CCC1)C(CN1C(N(C2=NC=C(C=C21)C2=CC(=CC=C2)C(F)(F)F)C(C2=CC=CC=C2)(C2=CC=CC=C2)C2=CC=CC=C2)=O)=O 1-(2-(azetidin-1-yl)-2-oxoethyl)-6-(3-(trifluoromethyl)phenyl)-3-trityl-1,3-dihydro-2H-imidazo[4,5-b]pyridin-2-one